1-(4-((2,6-diazaspiro[3.3]heptan-2-yl)methyl)-2-methoxybenzyl)-N7-butyl-1H-pyrazolo[4,3-d]pyrimidine-5,7-diamine C1N(CC12CNC2)CC2=CC(=C(CN1N=CC=3N=C(N=C(C31)NCCCC)N)C=C2)OC